((1s,3s)-3-Hydroxy-3-methylcyclobutyl)(6-(3-methyl-4-(trifluoromethyl)phenyl)-2-azaspiro[3.3]heptan-2-yl)methanon OC1(CC(C1)C(=O)N1CC2(C1)CC(C2)C2=CC(=C(C=C2)C(F)(F)F)C)C